N=N azo hydride